(3-bromo-2-(methyl-(prop-2-yn-1-yl)amino)phenyl)methanol BrC=1C(=C(C=CC1)CO)N(CC#C)C